C(C)(C)(C)OCCOC=1C(=CC(=NC1)NC(C)=O)NC1=NC(=NC(=C1)C)C(C)(F)F N-(5-(2-(tert-butoxy)ethoxy)-4-((2-(1,1-difluoroethyl)-6-methylpyrimidin-4-yl)amino)pyridin-2-yl)acetamide